O=C1N(C(C2=CC=CC=C12)=O)CC(C#C[C@@H]1N(CCC1)C(=O)OC(C)(C)C)O tert-butyl (2R)-2-[4-(1,3-dioxoisoindol-2-yl)-3-hydroxybut-1-yn-1-yl]pyrrolidine-1-carboxylate